hexancarbonitrile C(CCCCC)C#N